FC(S(=O)(=O)OC1=CC(=CC2=C1C(N1[C@@H](CO2)C[C@@H](C1)OC1=CC=C2CCC(NC2=C1)=O)=O)C)(F)F (2S,11aR)-8-methyl-5-oxo-2-((2-oxo-1,2,3,4-tetrahydroquinolin-7-yl)oxy)-2,3,11,11a-tetrahydro-1H,5H-benzo[f]pyrrolo[2,1-c][1,4]oxazepin-6-yl trifluoromethanesulfonate